N(=[N+]=[N-])CCC1=C(C=CC=C1)C1(CC1)O (2-(2-azidoethyl)phenyl)cyclopropane-1-ol